N-((3-isopropyl-6,7-dihydro-5H-cyclopenta[c]pyridin-4-yl)carbamoyl)-6,7-dihydro-5H-pyrazolo[5,1-b][1,3]oxazine-3-sulfonamide C(C)(C)C1=C(C2=C(C=N1)CCC2)NC(=O)NS(=O)(=O)C=2C=NN1C2OCCC1